C(C1=CC=CC=C1)OC(=O)N[C@@H]1C(N(CC1)[C@@H]1[C@@H](CC(CC1)=O)C(=O)O)=O (1R,2S)-2-((S)-3-(((benzyloxy)carbonyl)amino)-2-oxopyrrolidin-1-yl)-5-oxocyclohexane-1-carboxylic acid